CNC(C(=O)[O-])CCCC [(methyl)amino]hexanoate